8-chloro-1-(4,4-difluoro-1-methylpyrrolidin-3-yl)-2-(1H-1,2,4-triazol-1-ylmethyl)-1H-imidazo[4,5-c]quinoline, trifluoroacetate salt FC(C(=O)O)(F)F.ClC1=CC=2C3=C(C=NC2C=C1)N=C(N3C3CN(CC3(F)F)C)CN3N=CN=C3